C(C=C)(=O)O[C@H]1CN(CCC1)C=1C2=C(N=C(N1)OC[C@]13CCCN3C[C@@H](C1)F)C(=C(N=C2)Cl)F (R)-1-(7-chloro-8-fluoro-2-(((2R,7aS)-2-fluorotetrahydro-1H-pyrrolizin-7a(5H)-yl)methoxy)pyrido[4,3-d]pyrimidin-4-yl)piperidin-3-yl acrylate